Ethyl 3-(3-cyano-6-(1-methyl-1H-pyrazol-4-yl) pyrazolo[1,5-a]pyridin-4-yl)-3-azabicyclo[3.2.1]octane-8-carboxylate C(#N)C=1C=NN2C1C(=CC(=C2)C=2C=NN(C2)C)N2CC1CCC(C2)C1C(=O)OCC